C12CCCC2C1 bicyclo[3.1.0]hexan